4-methyl-2-benzhydryl-6-(1-methylindenyl)dimethylsilyl-anisole CC1=CC(=C(C(=C1)[Si](C)(C)C=1C(C2=CC=CC=C2C1)C)OC)C(C1=CC=CC=C1)C1=CC=CC=C1